[Br-].C(=C)C1=CC=[NH+]C=C1 4-vinyl-pyridinium bromide